Oxetan-3-yl-acetic acid (R)-(1,3-dimethyl-azetidin-3-yl)-(4-isopropyl-phenyl)-(5-{5-[1-(2-oxetan-3-yl-acetyl)-piperidin-4-yl]-[1,2,4]oxadiazol-3-yl}-pyridin-3-yl)-methyl ester CN1CC(C1)(C)[C@@](C=1C=NC=C(C1)C1=NOC(=N1)C1CCN(CC1)C(CC1COC1)=O)(C1=CC=C(C=C1)C(C)C)OC(CC1COC1)=O